tert-butyl 3-(4-((tert-butyldimethylsilyl) oxy)-2-chlorophenyl)-3-hydroxyazetidine-1-carboxylate [Si](C)(C)(C(C)(C)C)OC1=CC(=C(C=C1)C1(CN(C1)C(=O)OC(C)(C)C)O)Cl